C12CNCC2C1NC(OC(C)(C)C)=O tert-butyl (3-azabicyclo[3.1.0]hexan-6-yl)carbamate